N1(N=CN=C1)CC(=O)Cl 2-(1H-1,2,4-triazol-1-yl)acetyl chloride